ClC1=C(CNC(=O)C=2N=CN(C2)C2=NC(=NC=C2C)NC2CCOCC2)C=CC=C1CO N-(2-chloro-3-(hydroxymethyl)-benzyl)-1-(5-methyl-2-((tetra-hydro-2H-pyran-4-yl)amino)-pyrimidin-4-yl)-1H-imidazole-4-carboxamide